BrC=1C=C2C(=NC1)CN(C2)CC2=CC=C(C=C2)OC 3-bromo-6-(4-methoxybenzyl)-6,7-dihydro-5H-pyrrolo[3,4-b]pyridine